FC(OC1=CC=C(C=C1)N1N=C(N=C1)C=1CCN(CC1)CC(C)NC(OC(C)(C)C)=O)(F)F tert-butyl (1-(4-(1-(4-(trifluoromethoxy)phenyl)-1H-1,2,4-triazol-3-yl)-3,6-dihydropyridin-1(2H)-yl)propan-2-yl)carbamate